CN(C1=CC=2N(C=C1)C=C(N2)C2=CC=C(C=C2)CO)C [4-[7-(Dimethylamino)imidazo[1,2-a]pyridin-2-yl]phenyl]methanol